FC=1C=C(COC=2C=C3N(C(N2)=O)CC24N3C(CC2)CC4)C=CC1OC1=CC(=C(C=C1)Cl)C(F)(F)F 3-((3-fluoro-4-(4-chloro-3-(trifluoromethyl)phenoxy)benzyl)oxy)-7,8-dihydro-1H,6H,9H-6,8a-ethanopyrrolo[1',2':3,4]imidazo[1,2-c]pyrimidin-1-one